3-amino-N-[2-(3-amino-4-methoxypyrrolidin-1-yl)-3-fluoro-5,6,7,8-tetrahydroquinolin-6-yl]-5-fluoro-6-methylthieno[2,3-b]pyridine-2-carboxamide NC1=C(SC2=NC(=C(C=C21)F)C)C(=O)NC2CC=1C=C(C(=NC1CC2)N2CC(C(C2)OC)N)F